CS(=O)(=O)OC1=C(C=CC(=C1)C(=O)C=C)OCCCCCCCCCCCC (5-acryl-2-(dodecyloxy) phenyl) methanesulfonate